N,N-dimethyldecylamine-N-oxide C[N+](C)(CCCCCCCCCC)[O-]